FC1=CC=C2C=C(C=C(C2=C1C#C[Si](C(C)C)(C(C)C)C(C)C)C1=C(C=2N=C(N=C(C2C(O1)=O)N1C2(CC2)CCC(C1)O)SC)C)OCOC 7-[7-fluoro-3-(methoxymethoxy)-8-[2-(triisopropylsilyl)ethynyl]naphthalen-1-yl]-4-{6-hydroxy-4-azaspiro[2.5]octan-4-yl}-8-methyl-2-(methylsulfanyl)pyrano[4,3-d]pyrimidin-5-one